O=C1NCCC2=C1C=C(S2)C(=O)OCC ethyl 4-oxo-4,5,6,7-tetrahydrothieno[3,2-c]pyridine-2-carboxylate